C1(CCCCC1)C(C)OC(\C=C\C)=O (E)-but-2-enoic acid-1-cyclohexylethyl ester